C(C)(C)(C)OC(=O)N1CC(C1)(O)CN1N=C2C=CC(=CC2=C1)OC[C@H](C(=O)OC(C)(C)C)O (R)-3-((5-(3-(tert-butoxy)-2-hydroxy-3-oxopropoxy)-2H-indazol-2-yl)methyl)-3-hydroxyazetidine-1-carboxylic acid tert-butyl ester